CC(C)[C@@H](C(=O)[O-])[NH3+] l-(+)-valine